ClC1=CC(=NC=C1)N1N=CC(=C1)S(=O)(=O)Cl 1-(4-CHLOROPYRIDIN-2-YL)-PYRAZOLE-4-SULFONYL CHLORIDE